ethyl 4-benzyloxy-2-chloro-5-iodo-6-methyl-pyridine-3-carboxylate C(C1=CC=CC=C1)OC1=C(C(=NC(=C1I)C)Cl)C(=O)OCC